CSC1=CC=C(CSC2=C(N=NN2)C(=O)O)C=C1 5-((4-(methylthio)benzyl)thio)-1H-1,2,3-triazole-4-carboxylic acid